NOC(O)=O.NC(=N)N guanidine aminobicarbonate